ethyl 3-methyl-5-oxo-2-phenyl-4,5-dihydrothieno[3,2-b]pyridine-6-carboxylate CC1=C(SC2=C1NC(C(=C2)C(=O)OCC)=O)C2=CC=CC=C2